D-pantothenic acid-hemicalcium salt [Ca+2].C(CCNC([C@@H](O)C(C)(C)CO)=O)(=O)[O-].C(CCNC([C@@H](O)C(C)(C)CO)=O)(=O)[O-].C(CCNC([C@@H](O)C(C)(C)CO)=O)(=O)[O-].C(CCNC([C@@H](O)C(C)(C)CO)=O)(=O)[O-]